COC=1C=CC=2N(C1)N=CC2C2CCN(CC2)C(COCC2=C(C=CC=C2)C)=O 1-(4-(6-methoxypyrazolo[1,5-a]pyridin-3-yl)piperidin-1-yl)-2-((2-methylbenzyl)oxy)ethan-1-one